NC1=CC=CC(=N1)C=1C=C(C=CC1)CC(C(=O)OC(C)(C)C)(C)C tert-butyl 3-(3-(6-aminopyridin-2-yl) phenyl)-2,2-dimethylpropionate